C1(CC1)C=1C(=C2C=CN(C2=C(C1)C)C(=O)OC(C)(C)C)CN1[C@@H](C[C@H](CC1)NC1CC(C1)(F)F)C1=CC=C(C=C1)C(=O)OC tert-butyl 5-cyclopropyl-4-(((2S,4S)-4-((3,3-difluorocyclobutyl) amino)-2-(4-(methoxycarbonyl) phenyl) piperidin-1-yl) methyl)-7-methyl-1H-indole-1-carboxylate